C(CCC)OC1=CC(=C(C=C1)C1=NC(=NC(=N1)C1=C(C=C(C=C1)OCCCC)C)C1=C(C=C(C=C1OCCCC)OCCCC)O)C 2-(4,6-bis(4-butoxy-2-methylphenyl)-1,3,5-triazin-2-yl)-3,5-dibutoxyphenol